1-((3R,4S)-4-((5-(1-(2,2-difluoroethyl)-1H-benzo[d]imidazol-6-yl)-6-fluoro-4-methoxypyrrolo[2,1-f][1,2,4]triazin-2-yl)amino)-3-fluoropiperidin-1-yl)-2-hydroxyethan-1-one FC(CN1C=NC2=C1C=C(C=C2)C=2C(=CN1N=C(N=C(C12)OC)N[C@@H]1[C@@H](CN(CC1)C(CO)=O)F)F)F